NC1=NC2=CC(=CC(=C2C=C1Cl)F)CCC=1[C@H]([C@H]([C@@H](C1)N1N=CC=2C=3N(C=NC21)C=CN3)O)O (1s,2r,5r)-3-(2-(2-amino-3-chloro-5-fluoroquinolin-7-yl)ethyl)-5-(7H-imidazo[1,2-c]pyrazolo[4,3-e]pyrimidin-7-yl)cyclopent-3-ene-1,2-diol